1-methyl-3-difluoromethyl-1H-pyrazol-5-ol CN1N=C(C=C1O)C(F)F